[(1R,7S)-7-[(Z)-N'-(2-benzyloxypropanoyloxy)-N-methyl-carbamimidoyl]-5-methyl-9-oxo-4,5,8,10-tetrazatricyclo[6.2.1.02,6]undeca-2(6),3-dien-10-yl] sulfate tetrabutylammonium salt C(CCC)[N+](CCCC)(CCCC)CCCC.S(=O)(=O)(ON1C(N2[C@@H](C=3N(N=CC3[C@@H]1C2)C)/C(/NC)=N/OC(C(C)OCC2=CC=CC=C2)=O)=O)[O-]